C(C)(C)N(C(=O)N[C@@H](CCO[C@@H]1C[C@H](C1)CCC1=NC=2NCCCC2C=C1)C(=O)O)C(C)C N-(diisopropylcarbamoyl)-O-(trans-3-(2-(5,6,7,8-tetrahydro-1,8-naphthyridin-2-yl)ethyl)cyclobutyl)homoserine